COC1=CC=C(COC(=O)C=2N3C([C@H]([C@H]3SCC2\C=C/C2=C(N=CS2)C)N)=O)C=C1 (6R,7R)-7-amino-3-[(1Z)-2-(4-methyl-5-thiazolyl)vinyl]-8-oxo-5-thia-1-azabicyclo[4.2.0]oct-2-ene-2-carboxylic acid p-methoxybenzyl ester